Cl.C(C1=CC=CC=C1)N(C=C)CCCO[Si](OC)(OC)CCCN [2-(N-benzyl-N-vinylamino)ethyl]-3-aminopropyltrimethoxysilane hydrogen chloride